FC=1C(=NC=CC1)N1C(N(C=2C=NC=3C=C(C(=CC3C21)C2=NN(N=C2)C)OC)C)=O 1-(3-Fluoropyridin-2-yl)-7-methoxy-3-methyl-8-(2-methyl-2H-1,2,3-triazol-4-yl)-1,3-dihydroimidazo[4,5-c]quinolin-2-one